ClC1=NC=CC(=C1C#N)C1=CC=C(C=C1)C=1C=NN(C1)CC(=O)N(C)C 2-(4-(4-(2-chloro-3-cyanopyridin-4-yl)phenyl)-1H-pyrazol-1-yl)-N,N-dimethylacetamide